ClC=1C=C(C=C(C1)Cl)C1(CC(=NO1)C1=CC(=C(C(=O)NNC(C2=C(C=C(C=C2)F)F)=O)C=C1)C)C(F)(F)F 4-(5-(3,5-dichlorophenyl)-5-(trifluoromethyl)-4,5-dihydroisoxazol-3-yl)-N'-(2,4-difluorobenzoyl)-2-methylbenzoyl-hydrazine